N-phenyl-N'-(3-(trifluoromethyl)phenyl)-6-morpholinyl-[1,3,5]triazine-2,4-diamine C1(=CC=CC=C1)NC1=NC(=NC(=N1)NC1=CC(=CC=C1)C(F)(F)F)N1CCOCC1